OP(=O)(CC[C@@H](N)C(=O)[O-])C DL-4-[hydroxyl (methyl)phosphinoyl]-DL-homoalaninate